2,6-bis(benzyloxy)pyridine-3-boronic acid pinacol ester C(C1=CC=CC=C1)OC1=NC(=CC=C1B1OC(C)(C)C(C)(C)O1)OCC1=CC=CC=C1